2-{[({2'-[(Hexylcarbamoyl)-oxy]-1,1'-binaphthyl-2-yl}oxy)carbonyl]amino}ethyl 2-methylacrylat CC(C(=O)OCCNC(=O)OC1=C(C2=CC=CC=C2C=C1)C1=C(C=CC2=CC=CC=C12)OC(NCCCCCC)=O)=C